3-((6-(tert-butylsulfonyl)-3-iodoimidazo[1,2-a]pyridin-7-yl)oxy)-2-methylpropan-1-ol C(C)(C)(C)S(=O)(=O)C=1C(=CC=2N(C1)C(=CN2)I)OCC(CO)C